FC=1C=C(C=CC1SC1=C(C=NC2=CC(=C(C=C12)OC)OC)F)NC(=O)C=1C(N(C(=CC1)C(F)(F)F)C=1C=NC(=CC1C)OC)=O N-[3-fluoro-4-(3-fluoro-6,7-dimethoxy-4-quinolylthio)phenyl]-6'-methoxy-4'-methyl-2-oxo-6-(trifluoromethyl)-1,2-dihydro[1,3'-bipyridyl]-3-carboxamide